(2-methyl-2-(4-methylpent-3-en-1-yl)cyclopent-3-en-1-yl)phenol CC1(C(CC=C1)C1=C(C=CC=C1)O)CCC=C(C)C